N(=C=O)C1=CC=C(C=C1)C(C1=CC=C(C=C1)N=C=O)C1=CC=C(C=C1)N=C=O tri(4-isocyanato-phenyl)methane